(R)-2-((1-((1r,4R)-4-Aminocyclohexyl)-2-methylpropan-2-yl)amino)-1-(5-fluoro-pyridin-3-yl)ethan-1-ol NC1CCC(CC1)CC(C)(C)NC[C@H](O)C=1C=NC=C(C1)F